3-(5,6-dichloro-1H-1,3-benzodiazol-2-yl)-1-[(2R,6S)-2,6-dimethylpiperidin-1-yl]propan-1-one ClC1=CC2=C(NC(=N2)CCC(=O)N2[C@@H](CCC[C@@H]2C)C)C=C1Cl